C(C)C=1C=C2C(=C(C(=NC2=C(C1)F)N1CCC(CC1)NC1CCOCC1)C1=NC(=NO1)C)C 1-[6-ethyl-8-fluoro-4-methyl-3-(3-methyl-1,2,4-oxadiazol-5-yl)quinolin-2-yl]-N-(oxan-4-yl)piperidin-4-amine